diethyl-phosphine platinum iodide [Pt](I)I.C(C)PCC